6-((R)-(2-(2,5-difluorophenyl)pyrrolidin-1-yl))-3-nitro-2-(((1r,4R)-4-hydroxycyclohexyl)ureido)pyridine FC1=C(C=C(C=C1)F)[C@@H]1N(CCC1)C1=CC=C(C(=N1)NC(=O)NC1CCC(CC1)O)[N+](=O)[O-]